(5Z)-5-(1,3-benzothiazol-6-ylmethylene)-3-methyl-2-methylsulfanyl-imidazol-4-one S1C=NC2=C1C=C(C=C2)\C=C/2\C(N(C(=N2)SC)C)=O